COC1=CC=C(CN(C2=NC=C(C(=C2)NCC(F)(F)F)[N+](=O)[O-])CC2=CC=C(C=C2)OC)C=C1 N2,N2-bis(4-methoxybenzyl)-5-nitro-N4-(2,2,2-trifluoroethyl)pyridine-2,4-diamine